The molecule is a UDP-N-acetyl-D-mannosamine(2-) in which the anomeric centre of the pyranose fragment has alpha-configuration. It is a conjugate base of an UDP-N-acetyl-alpha-D-mannosamine. CC(=O)N[C@H]1[C@H]([C@@H]([C@H](O[C@@H]1OP(=O)([O-])OP(=O)([O-])OC[C@@H]2[C@H]([C@H]([C@@H](O2)N3C=CC(=O)NC3=O)O)O)CO)O)O